ClC1=C(C=CC=C1)[C@@H](C)OC(=O)NC=1C(=NOC1C1=CC=C(C=C1)C12OCC(CC1)(CC2)CC(=O)O)C 2-(1-(4-(4-((((R)-1-(2-chlorophenyl)ethoxy)carbonyl)amino)-3-methyl-isoxazol-5-yl)phenyl)-2-oxabicyclo[2.2.2]octan-4-yl)acetic acid